FC1=CC=C(C=C1)C[C@@H]1[C@@](CN(C1)C1=NC=CC(=N1)C(=O)NC1=CC=NC=C1)(C(F)(F)F)O 2-[(3R,4S)-4-[(4-fluorophenyl)methyl]-3-hydroxy-3-(trifluoromethyl)pyrrolidin-1-yl]-N-(pyridin-4-yl)pyrimidine-4-carboxamide